COC(=O)C1=CC=C(C=2CCOC21)NC(C)=O 4-acetamido-2,3-dihydrobenzofuran-7-carboxylic acid methyl ester